FC1=C(C=CC(=C1)F)C(C)N(C(CN1C(NC2=CC=CC=C2C1=O)=O)=O)CC(C)C N-(1-(2,4-difluorophenyl)ethyl)-2-(2,4-dioxo-1,4-dihydroquinazolin-3(2H)-yl)-N-isobutylacetamide